5-METHOXYPENTANOIC ACID COCCCCC(=O)O